(trans)-4-{[5-(N-{4-iodo-5-methyl-2-[(2S)-2-methylpyrrolidin-1-yl]phenyl}but-2-ynamido)-1-methylpyrazolo[4,3-b]pyridin-3-yl]oxy}cyclohexane-1-carboxylic acid IC1=CC(=C(C=C1C)N(C(C#CC)=O)C1=CC=C2C(=N1)C(=NN2C)O[C@@H]2CC[C@H](CC2)C(=O)O)N2[C@H](CCC2)C